(2S)-5-(1-(2,2-difluoroethyl)-1H-pyrazolo[3,4-b]pyrazin-6-yl)-1'-(5-(trifluoromethyl)pyridin-2-yl)-5-azaspiro[bicyclo[2.2.2]octane-2,3'-pyrrolidin]-5'-one FC(CN1N=CC=2C1=NC(=CN2)N2C1C[C@@]3(CN(C(C3)=O)C3=NC=C(C=C3)C(F)(F)F)C(C2)CC1)F